2-[6-(1,1-difluoroethyl)-3-methyl-3H-imidazo[4,5-b]pyridin-2-yl]-3-(ethanesulfonyl)-5-{5-[1-(trifluoromethyl)cyclopropyl]-1,2,4-oxadiazol-3-yl}pyridine FC(C)(F)C=1C=C2C(=NC1)N(C(=N2)C2=NC=C(C=C2S(=O)(=O)CC)C2=NOC(=N2)C2(CC2)C(F)(F)F)C